O.C(C)(=O)N1CCN(CC1)NC(C1=CC=C(C=C1)F)=O N-(4-acetyl-1-piperazinyl)-p-fluorobenzamide hydrate